6-fluoropyrazolo[1,5-a]pyridine-3-carboxylic acid FC=1C=CC=2N(C1)N=CC2C(=O)O